(1r,4r)-4-((3-(2-chloro-4-phenoxybenzoyl)-1H-pyrazolo[3,4-d]pyrimidin-4-yl)amino)cyclohexane-1-carboxylic acid ClC1=C(C(=O)C2=NNC3=NC=NC(=C32)NC3CCC(CC3)C(=O)O)C=CC(=C1)OC1=CC=CC=C1